FC(C(=O)O)(F)F.N1CCC2(CC1)C(C1=C(C=NC=C1)C2)=O spiro[cyclopenta[c]pyridine-6,4'-piperidin]-5(7H)-one 2,2,2-trifluoroacetate